2-methoxy-4-nitrophenyl-3-(4-nitrophenyl)-5-(2,4-disulfophenyl)-2H-tetrazole monosodium salt [Na+].COC1=C(C=CC(=C1)[N+](=O)[O-])N1NC(=NN1C1=CC=C(C=C1)[N+](=O)[O-])C1=C(C=C(C=C1)S(=O)(=O)[O-])S(=O)(=O)[O-]